4-[({3-[1-(2,2-Dimethylpropanoyl)-4-methyl-6-oxopiperidin-3-yl]-1-(furan-3-carbonyl)-4-methoxy-1H-pyrazol-5-yl}oxy)methyl]benzol CC(C(=O)N1CC(C(CC1=O)C)C1=NN(C(=C1OC)OCC1=CC=CC=C1)C(=O)C1=COC=C1)(C)C